3-(4-(tert-butyl)cyclohex-1-en-1-yl)acrylaldehyde C(C)(C)(C)C1CC=C(CC1)C=CC=O